ketorhamnose O=C[C@H](O)[C@H](O)[C@@H](O)[C@@H](O)C